5-allyl-1,2,3-trimethoxybenzene C(C=C)C=1C=C(C(=C(C1)OC)OC)OC